CN1N=NN=C1NC(C=CC1=CC=CC=C1)=O N-(1-methyl-tetrazole-5-yl)cinnamamide